1-(but-3-yn-2-yl)-3-(2,5-dimethylphenyl)urea CC(C#C)NC(=O)NC1=C(C=CC(=C1)C)C